C(C1=CC=CC=C1)NC=1C(=NC=CC1)N1N=CC(=C1)C(=O)O 1-[3-(benzylamino)pyridin-2-yl]-1H-pyrazole-4-carboxylic acid